NC1=CC=C(C(=O)N2C(CCCC2)C(=O)NC=2SC=C(N2)C2=NC(=CC=C2)N2C[C@@H](O[C@@H](C2)C)C)C=C1 1-(4-Aminobenzoyl)-N-(4-(6-((2S,6R)-2,6-dimethylmorpholino)pyridin-2-yl)thiazol-2-yl)piperidine-2-carboxamide